(6'-(9H-carbazol-9-yl)-[2,4'-bipyridyl]-2'-yl)-2-(pyridin-2-yl)-9H-carbazole C1=CC=CC=2C3=CC=CC=C3N(C12)C1=CC(=CC(=N1)C1=C(C=CC=2C3=CC=CC=C3NC12)C1=NC=CC=C1)C1=NC=CC=C1